5-cyclopropyl-1-(methoxymethyl)isoindoline C1(CC1)C=1C=C2CNC(C2=CC1)COC